FC(C1=NN(C=C1C(=O)NC1=C(C=CC=C1)C1=CC=C(C=C1)C#C)C)F 3-(difluoromethyl)-N-(4'-ethynylbiphenyl-2-yl)-1-methyl-1H-pyrazole-4-carboxamide